C(C)C(COC(C(O)C)=O)CCCC 2-ethylhexyl-lactate